2-(3,5-Dichloro-4-((1-isopropyl-2,4-dioxo-1,2,3,4-tetrahydropyrimidin-5-yl)oxy)phenyl)-3,5-dioxo-2,3,4,5-tetrahydro-1,2,4-triazine-6-carbonitrile ClC=1C=C(C=C(C1OC=1C(NC(N(C1)C(C)C)=O)=O)Cl)N1N=C(C(NC1=O)=O)C#N